CC(CCCCCCC(=O)O)CCCCC(CCCCCCC(=O)O)C 7,12-dimethyl-1,18-octadecanedicarboxylic acid